2-((4-fluoro-2-methylphenyl)amino)-N-(6-methoxy-4-methylpyridin-3-yl)-4-(trifluoromethyl)benzamide FC1=CC(=C(C=C1)NC1=C(C(=O)NC=2C=NC(=CC2C)OC)C=CC(=C1)C(F)(F)F)C